5-(bromomethyl)-N-[5-[2-[2-[tert-butyl(dimethyl)silyl]oxyethyl]phenyl]-2-fluorophenyl]-3-chloro-2-methoxybenzenesulfonamide BrCC=1C=C(C(=C(C1)S(=O)(=O)NC1=C(C=CC(=C1)C1=C(C=CC=C1)CCO[Si](C)(C)C(C)(C)C)F)OC)Cl